C1(CCCC1)N1C(C=C(C2=C1N=C(N=C2)S(=O)(=O)C)C#C[Si](C(C)C)(C(C)C)C(C)C)=O 8-Cyclopentyl-2-(methylsulfonyl)-5-((triisopropylsilyl)ethynyl)pyrido[2,3-d]pyrimidin-7(8H)-one